O1C(OCC1)C=1C(=NC=NC1N[C@H](C#C)C1=C(C(=CC=C1)C(F)(F)F)C)C(C(=O)OC)C(=O)OC dimethyl (R)-2-(5-(1,3-dioxolan-2-yl)-6-((1-(2-methyl-3-(trifluoromethyl)-phenyl)prop-2-yn-1-yl)amino)pyrimidin-4-yl)malonate